3-cyclohexylpropanal C1(CCCCC1)CCC=O